benzyl (3-hydroxy-1-oxo-1-((1-(m-tolyl)-1H-indazol-6-yl)amino)propan-2-yl)carbamate OCC(C(NC1=CC=C2C=NN(C2=C1)C=1C=C(C=CC1)C)=O)NC(OCC1=CC=CC=C1)=O